3-(tert-butyl)-N-(2-methyl-4-(6-(4-methylpiperazin-1-yl)pyrrolo[2,1-f][1,2,4]triazin-4-yl)benzyl)-1,2,4-oxadiazole-5-carboxamide C(C)(C)(C)C1=NOC(=N1)C(=O)NCC1=C(C=C(C=C1)C1=NC=NN2C1=CC(=C2)N2CCN(CC2)C)C